NC1=C2C(=NC=N1)N(N=C2)CC(=O)N2[C@@H](CCC2)C(=O)NCC2=C(C(=CC=C2)Cl)F (S)-1-(2-(4-amino-1H-pyrazolo[3,4-d]pyrimidin-1-yl)acetyl)-N-(3-chloro-2-fluorophenylmethyl)pyrrolidine-2-carboxamide